C=C(C(=O)[O-])CC1=CC(=C(C(=C1)C(C)(C)C)O)C(C)(C)C methylene-3-(3',5-di-tert-butyl-4'-hydroxyphenyl)-propionate